5-[1-(2,4-dichlorophenyl)pyrazol-3-yl]-oxy-2-methoxyimino-N,3-dimethylpent-3-enamide ClC1=C(C=CC(=C1)Cl)N1N=C(C=C1)OCC=C(C(C(=O)NC)=NOC)C